C1=NC=CC2=C(C=CC=C12)C=O (5-isoquinolyl)methanone